methyl 2-(3-cyclobutyl-2-oxo-2,3-dihydro-1H-pyrrolo[1,2,3-de]quinoxalin-5-yl)-7-fluoro-1-methyl-1H-benzo[d]imidazole-5-carboxylate C1(CCC1)C1C(NC=2C=CC=C3C2N1C(=C3)C3=NC1=C(N3C)C(=CC(=C1)C(=O)OC)F)=O